lithium phosphorus chromium sulfur [S].[Cr].[P].[Li]